[N+](=O)([O-])C1=C(CCl)C(=CC=C1)Cl 2-nitro(chloro)-6-chlorotoluene